N-[[6-[5-(difluoromethyl)-1,3,4-oxadiazol-2-yl]pyridazin-3-yl]methyl]-N-(3-fluorophenyl)-1-imino-1-oxo-1,4-thiazine-4-carboxamide FC(C1=NN=C(O1)C1=CC=C(N=N1)CN(C(=O)N1C=CS(C=C1)(=O)=N)C1=CC(=CC=C1)F)F